C(#C)C1=CC=C(O1)CN(C(OC(C)(C)C)=O)CCCN1CCOCC1 tert-butyl (5-ethynylfuran-2-yl)methyl(3-morpholinopropyl)carbamate